2-amino-4-(butylamino)-6-((4-(pyrrolidin-1-ylmethyl)naphthalen-1-yl)methyl)pyrido[4,3-d]pyrimidin-5(6H)-one NC=1N=C(C2=C(N1)C=CN(C2=O)CC2=CC=C(C1=CC=CC=C21)CN2CCCC2)NCCCC